1-((2-aminopyridin-4-yl)methyl)-5,5-dimethyl-3-(4-(1,1,1-trifluoro-2-methylpropan-2-yl)phenyl)imidazolidine-2,4-dione NC1=NC=CC(=C1)CN1C(N(C(C1(C)C)=O)C1=CC=C(C=C1)C(C(F)(F)F)(C)C)=O